[N+](=O)([O-])C=1C(=NC=CC1)N1C(CC(CC1)C(=O)OC)C(=O)OC dimethyl 1-(3-nitropyridin-2-yl)piperidine-2,4-dicarboxylate